OCCCCC1=CC=C(C=C1)N1C(NC(CC1)=O)=O 1-[4-(4-hydroxybutyl)phenyl]hexahydropyrimidine-2,4-dione